hydroxy-amino-amide O[N-]N